FC(C=1C=C(CNC(=O)NC2CC(C2)C(F)F)C=CC1)F 1-(3-Difluoromethyl-benzyl)-3-(3-difluoromethyl-cyclobutyl)-urea